3-methylimidazo[1,2-a]pyridine-2-carboxylic acid CC1=C(N=C2N1C=CC=C2)C(=O)O